FC(C1=NC2=CC=CC=C2C(=C1)O)F 2-(difluoromethyl)quinolin-4-ol